ClC1=C2CN(CC2=CC=C1)C=1OC2=C(C=C(C=C2C(C1)=O)C)C(C)NC1=C(C(=O)O)C=CC=C1 2-[1-[2-(4-Chloroisoindolin-2-yl)-6-methyl-4-oxo-chromen-8-yl]ethylamino]benzoic acid